3-(3-(6-amino-3-fluoropyridin-2-yl)phenyl)-2,2-dimethylpropionic acid tert-butyl ester C(C)(C)(C)OC(C(CC1=CC(=CC=C1)C1=NC(=CC=C1F)N)(C)C)=O